tert-butyl N-[(2S)-3-amino-2-hydroxy-propyl]-N-[(2R)-3-(tert-butoxycarbonylamino)-2-hydroxy-propyl]carbamate NC[C@@H](CN(C(OC(C)(C)C)=O)C[C@@H](CNC(=O)OC(C)(C)C)O)O